C12C(CC(CC1)CC2)C(C)NS(=O)(=O)C2=CC(=C(C=C2OC)NC(C2=C(C=CC=C2)C)=O)OC N-(4-(N-(1-(bicyclo[2.2.2]octan-2-yl)ethyl)sulfamoyl)-2,5-dimethoxyphenyl)-2-methylbenzamide